C(CCC)C1=CC=CC=C1 normal butyl-benzene